3,3-dihydroxy-1,5-pentanediol OC(CCO)(CCO)O